1,3-dimethyl-2-chloro-4,5-dihydro-1H-imidazolium hexafluorophosphate F[P-](F)(F)(F)(F)F.CN1C(=[N+](CC1)C)Cl